C(C)(C)(C)OC(=O)N=C(N1[C@@H]([C@H](CC1)O)C1=NC(=NO1)C1=CC(=C(C=C1)OCCCCCCCCC)C(F)(F)F)NC(OC(C)(C)C)=O tert-butyl (((tert-butoxycarbonyl)imino)((2S,3S)-3-hydroxy-2-(3-(4-(nonyloxy)-3-(trifluoromethyl)phenyl)-1,2,4-oxadiazol-5-yl)pyrrolidin-1-yl)methyl)carbamate